The molecule is a lipid A where the free primary hydroxy group of lipid A has a branched octasaccharide attached. It is a member of lipid As and a dodecanoate ester. It is a conjugate acid of a galactosyl-(glucosyl)2-(heptosyl)3-(KDO)2-lipid A-bisphosphate(10-). CCCCCCCCCCCCCC(=O)O[C@H](CCCCCCCCCCC)CC(=O)O[C@@H]1[C@H]([C@@H](O[C@@H]([C@H]1OP(=O)(O)O)CO[C@@]2(C[C@H]([C@H]([C@H](O2)[C@@H](CO)O)O[C@@H]3[C@H]([C@H]([C@@H]([C@H](O3)[C@H](CO)O)OP(=O)(O)O)O[C@@H]4[C@H]([C@H]([C@@H]([C@H](O4)[C@H](CO[C@@H]5[C@H]([C@H]([C@@H]([C@H](O5)[C@H](CO)O)O)O)O)O)OP(=O)(O)O)O[C@@H]6[C@@H]([C@H]([C@@H]([C@H](O6)CO[C@@H]7[C@@H]([C@H]([C@H]([C@H](O7)CO)O)O)O)O)O[C@@H]8[C@@H]([C@H]([C@@H]([C@H](O8)CO)O)O)O)O)O)O)O[C@@]9(C[C@H]([C@H]([C@H](O9)[C@@H](CO)O)O)O)C(=O)O)C(=O)O)OC[C@@H]1[C@H]([C@@H]([C@H]([C@H](O1)OP(=O)(O)O)NC(=O)C[C@@H](CCCCCCCCCCC)O)OC(=O)C[C@@H](CCCCCCCCCCC)O)O)NC(=O)C[C@@H](CCCCCCCCCCC)OC(=O)CCCCCCCCCCC